CC=1C(=C(C(=O)O)C=CC1)N1N=CC=N1 3-methyl-2-(2H-1,2,3-triazol-2-yl)benzoic acid